N-(2-(1-(4-((2,6-dioxopiperidin-3-yl)amino)benzyl)piperidin-4-yl)-5-(2-hydroxypropan-2-yl)benzo[d]thiazol-6-yl)-6-(trifluoromethyl)nicotinamide O=C1NC(CCC1NC1=CC=C(CN2CCC(CC2)C=2SC3=C(N2)C=C(C(=C3)NC(C3=CN=C(C=C3)C(F)(F)F)=O)C(C)(C)O)C=C1)=O